CNCCN methylethylenediamine